COC(CC[C@@H](C(=O)O)NC(=O)C1=CC=C(NCC2=CN=C3N=C(N)NC(=O)C3=N2)C=C1)=O.[Ca].C(C1=CC=CC=C1)[C@@H]1N(CC[C@@H]1OC)C1=NC(=CC(=C1)N1CCOCC1)OCC1=CC=C(C=C1)OC |o1:41,45| 4-(2-((2S*,3S*)-2-benzyl-3-methoxypyrrolidin-1-yl)-6-((4-methoxybenzyl)oxy)pyridin-4-yl)morpholine calcium methylfolate